(1-(tert-butoxycarbonyl)-1H-indol-3-yl)-2-chloro-5,8-dihydropyrido[3,4-d]pyrimidine-7(6H)-carboxylic acid tert-butyl ester C(C)(C)(C)OC(=O)N1CC=2N=C(N=C(C2CC1)C1=CN(C2=CC=CC=C12)C(=O)OC(C)(C)C)Cl